5-[[2-[(2S,5R)-5-methyl-2-(7-oxo-6,8-dihydro-5H-1,8-naphthyridin-3-yl)-1-piperidyl]-2-oxo-acetyl]amino]pyridine-3-carboxamide C[C@@H]1CC[C@H](N(C1)C(C(=O)NC=1C=C(C=NC1)C(=O)N)=O)C=1C=NC=2NC(CCC2C1)=O